(S)-3-methoxy-4-((1-(3-(1-methyl-1H-pyrazol-5-yl)phenoxy)propan-2-yl)oxy)benzonitrile COC=1C=C(C#N)C=CC1O[C@H](COC1=CC(=CC=C1)C1=CC=NN1C)C